2-methylamino-5-tertiary butyl-1,3,4-thiadiazole hydrochloride Cl.CNC=1SC(=NN1)C(C)(C)C